COC=1C=C(C=CC1OC)C1=CC=NC=2N1N=C(C2)C(=O)NC2CCC(CC2)C(NC2CCN(CC2)C2CCOCC2)=O 7-(3,4-dimethoxyphenyl)-N-((1R,4R)-4-((1-(tetrahydro-2H-pyran-4-yl)piperidin-4-yl)carbamoyl)cyclohexyl)pyrazolo[1,5-a]pyrimidine-2-carboxamide